6-nonacosanol CCCCCC(CCCCCCCCCCCCCCCCCCCCCCC)O